1,3-di(1-methylvinyl)benzene CC(=C)C1=CC(=CC=C1)C(=C)C